C(#C)C1=CC=C(C=C1)N1C2SCC1SC2 7-(4-ethynylphenyl)-2,5-dithia-7-azabicyclo[2.2.1]heptane